NC1=NC=NN2C1=C(C=C2C=2C=C(C(=NC2)OC)C(=O)NC2CN(CC2F)CC=2C=NC=C(C2)Br)C(F)(F)F 5-[4-amino-5-(trifluoromethyl)pyrrolo[2,1-f][1,2,4]triazin-7-yl]-N-{1-[(5-bromopyridin-3-yl)methyl]-4-fluoropyrrolidin-3-yl}-2-methoxypyridine-3-carboxamide